[N-](S(=O)(=O)C(F)(F)F)S(=O)(=O)C(F)(F)F.C(CCC)N1C=[N+](C=C1)C=C 1-butyl-3-vinylimidazolium bis(trifluoromethylsulfonyl)imide